CC1=C(C(=CC(=C1)N1CCCC1)C)NC(CC=1SC=CC1)=O N-(2,6-dimethyl-4-(pyrrolidin-1-yl)-phenyl)-2-(thiophen-2-yl)acetamide